S1C2=C(C=C1B(O)O)C=CC=C2 benzo(b)thiophene-2-boronic acid